N-((6-amino-2,4-dimethylpyridin-3-yl)methyl)-1-((6-cyclopropylimidazo[1,2-a]pyridin-2-yl)methyl)-1H-1,2,3-triazole-4-carboxamide NC1=CC(=C(C(=N1)C)CNC(=O)C=1N=NN(C1)CC=1N=C2N(C=C(C=C2)C2CC2)C1)C